4-(6-isopropoxypyrazin-2-yl)benzamide C(C)(C)OC1=CN=CC(=N1)C1=CC=C(C(=O)N)C=C1